6-cyclopropyl-1-(1-methylpiperidin-4-yl)-N-{[5-(trifluoromethyl)-1H-benzimidazol-2-yl]methyl}-1H-pyrazolo[3,4-b]pyrazin-3-amine C1(CC1)C1=CN=C2C(=N1)N(N=C2NCC2=NC1=C(N2)C=CC(=C1)C(F)(F)F)C1CCN(CC1)C